[Fe].[Fe] Iron-iron